1-(4'-((pyrimidin-5-ylmethoxy)methyl)-[1,1'-biphenyl]-4-yl)cyclopropanecarboxylic acid N1=CN=CC(=C1)COCC1=CC=C(C=C1)C1=CC=C(C=C1)C1(CC1)C(=O)O